C(C)OC1=C(C=CC=C1)C1=CC=C(C(=N1)C(=O)O)N1[C@@H](CNCC1)CC 6-(2-ethoxyphenyl)-3-[(2R)-2-ethylpiperazin-1-yl]pyridine-2-carboxylic acid